Ethyl 3-fluoro-5-nitro-2-(1-{[2-(trimethylsilyl)eth-oxy]methyl}-1H-pyrazol-4-yl)benzoate FC=1C(=C(C(=O)OCC)C=C(C1)[N+](=O)[O-])C=1C=NN(C1)COCC[Si](C)(C)C